C(#N)N1[C@H]2[C@@H](C[C@@H]1CC2)NC(=O)C=2C=C1C=CN(C1=CC2OC)C2=NC=CC(=N2)C N-((1R,2R,4S)-7-cyano-7-azabicyclo[2.2.1]heptan-2-yl)-6-methoxy-1-(4-methyl-2-pyrimidinyl)-1H-indole-5-carboxamide